1-[6-(5-fluoro-3-pyridyl)-2-(trifluoromethyl)-3-pyridyl]-3-isopropyl-urea FC=1C=C(C=NC1)C1=CC=C(C(=N1)C(F)(F)F)NC(=O)NC(C)C